5-chloro-2-ethyl-4-fluorobenzenesulfonyl chloride ClC=1C(=CC(=C(C1)S(=O)(=O)Cl)CC)F